C(#N)C1=CC(=C(COC2=CC=CC(=N2)C23CCN(CC3C2)CC2=NC3=C(N2C[C@H]2OCC2)C=C(C=C3F)C(=O)O)C=C1)OC 2-((6-(6-((4-cyano-2-methoxybenzyl)oxy)pyridin-2-yl)-3-azabicyclo[4.1.0]heptan-3-yl)methyl)-4-fluoro-1-(((S)-oxetan-2-yl)methyl)-1H-benzo[d]imidazole-6-carboxylic acid